COC=1C=C(CN(C2=CC(=CC=C2)OCCOCCOC2=CC(=CC=C2)OC)CC2=CC=C(C=C2)N2CCOCC2)C=CC1 N-(3-methoxybenzyl)-3-(2-(2-(3-methoxyphenoxy)ethoxy)ethoxy)-N-(4-morpholinobenzyl)aniline